FC=1C=C(C=CC1)C1=NOC(=N1)C(C)NC(=O)C=1N=C2N(C=CC=C2)C1C N-[1-[3-(3-fluorophenyl)-1,2,4-oxadiazol-5-yl]ethyl]-3-methyl-imidazo[1,2-a]pyridine-2-carboxamide